(3R,4R)-1-cyclopentyl-4-{[3-(2,4-difluoro-phenyl)-isoxazole-5-carbonyl]-amino}-piperidine-3-carboxylic acid (1-pyridin-2-yl-cyclopropyl)-amide N1=C(C=CC=C1)C1(CC1)NC(=O)[C@@H]1CN(CC[C@H]1NC(=O)C1=CC(=NO1)C1=C(C=C(C=C1)F)F)C1CCCC1